C(C)(=O)OP(=O)(OCCCCCCOC(C=C)=O)O acryloxyhexylphosphono acetate